BrC1=CC=C(O1)/C=C/C(=O)OC(C)(C)C tert-butyl (E)-3-(5-bromofuran-2-yl)acrylate